C(CC)P(O)(=O)C1CCCC1 propylcyclopentyl-phosphinic acid